ClC1=C(C=CC=C1C1=CC=C(C(=N1)OC)CN1[C@@H](CCCC1)C(=O)OC)C1=C(C(=CC=C1)NC(=O)C=1N(C2=C(CN(CC2)C)N1)C)Cl methyl (S)-1-((6-(2,2'-dichloro-3'-(1,5-dimethyl-4,5,6,7-tetrahydro-1H-imidazo[4,5-c]pyridine-2-carboxamido)-[1,1'-biphenyl]-3-yl)-2-methoxypyridin-3-yl)methyl)piperidine-2-carboxylate